(S)-5-((2-bromo-3-fluoro-6-((1-hydroxypropan-2-yl)oxy)benzyl)(ethyl)amino)Pyrazolo[1,5-a]pyrimidine-3-carboxylic acid BrC1=C(CN(C2=NC=3N(C=C2)N=CC3C(=O)O)CC)C(=CC=C1F)O[C@H](CO)C